2,2-dimethoxy-1-n-eicosyl-1-aza-2-silacyclopentane CO[Si]1(N(CCC1)CCCCCCCCCCCCCCCCCCCC)OC